3-hydroxybenzaldehyde OC=1C=C(C=O)C=CC1